ClC1=C(C(=O)OC(C)(C)C)C=CC(=C1)NC(=O)C=1N(C(=CN1)C=1C(=NN(C1)C1=NC=CC=N1)C(F)(F)F)C tert-butyl 2-chloro-4-(1-methyl-5-(1-(pyrimidin-2-yl)-3-(trifluoromethyl)-1H-pyrazol-4-yl)-1H-imidazole-2-carboxamido)benzoate